α-D-glucopyranosyl β-D-fructofuranoside OC[C@]1(O[C@@H]2[C@H](O)[C@@H](O)[C@H](O)[C@H](O2)CO)[C@@H](O)[C@H](O)[C@H](O1)CO